FC1=C(C=C(C(=C1)N1C[C@H](N([C@H](C1)C)C)C)NC(=O)C1=CNC(C=C1C(F)(F)F)=O)C=1CN(CC1)C(=O)OC1(COC1)C |r| (3-methyloxetan-3-yl) 3-[2-fluoro-5-[[6-oxo-4-(trifluoromethyl)-1H-pyridine-3-carbonyl]amino]-4-[rac-(3R,5S)-3,4,5-trimethylpiperazin-1-yl]phenyl]-2,5-dihydropyrrole-1-carboxylate